di-tert-heptyl-amine C(C)(C)(CCCC)NC(C)(C)CCCC